C(C)(=O)O[C@@H]1CC2=CC[C@H]3[C@@H]4CC(=C([C@@]4(C)CC[C@@H]3[C@]2(CC1)C)Cl)C=O (3β)-3-(acetoxy)-17-chloroandrosta-5,16-diene-16-carbaldehyde